ClC1=CC=C(CNC(=O)C2=C(SC=3CN(CCC32)C(=O)OC(C)(C)C)C)C=C1 tert-butyl 3-((4-chlorobenzyl)carbamoyl)-2-methyl-4,7-dihydrothieno[2,3-c]pyridine-6(5H)-carboxylate